(2S,4S)-1-(9H-fluoren-9-ylmethoxycarbonyl)-4-fluoro-pyrrolidine-2-carboxylic acid C1=CC=CC=2C3=CC=CC=C3C(C12)COC(=O)N1[C@@H](C[C@@H](C1)F)C(=O)O